C(#N)[C@H](C[C@H]1C(NCC1)=O)NC([C@H](CC1CC1)N1C(CC2=C(C=CC=C12)OC)C(=O)N)=O ((S)-2-[[(1S)-1-cyano-2-[(3S)-2-oxopyrrolidin-3-yl]ethyl]amino]-1-(cyclopropylmethyl)-2-oxo-ethyl)-4-methoxy-indoline-2-carboxamide